NC1=CC=C(C(=O)C2=CC(=CC=C2)Cl)C=C1 4-amino-3'-chlorobenzophenone